N-[(2R)-1,4-dioxan-2-ylmethyl]-8-methyl-2-(pyridin-2-ylmethyl)-4,5-dihydro-2H-furo[2,3-g]indazole-7-carboxamide O1[C@@H](COCC1)CNC(=O)C1=C(C2=C(CCC3=CN(N=C23)CC2=NC=CC=C2)O1)C